3-(1-cyclopropyl-3-(2,5-difluoro-4-(trifluoromethoxy)benzyl)ureido)-N-(pyridin-2-yl)piperidine-1-carboxamide C1(CC1)N(C(=O)NCC1=C(C=C(C(=C1)F)OC(F)(F)F)F)C1CN(CCC1)C(=O)NC1=NC=CC=C1